C(C)(C)C1=C(C(=CC(=C1)OC1=CC=CC=C1)C(C)C)NC([S-])=S 2,6-diisopropyl-4-phenoxyphenyldithiocarbamate